ClC1=CC2=C(N=N1)N(C(=N2)C2=C(C=C(C=N2)C2=CC=C(C=C2)C2(CC2)C#N)S(=O)(=O)CC)C 1-[4-(6-{3-chloro-7-methylimidazo[4,5-c]pyridazin-6-yl}-5-(ethanesulfonyl)pyridin-3-yl)phenyl]cyclopropane-1-carbonitrile